N-((1-ethyl-1,2,3,4-tetrahydroquinolin-6-yl)methyl)-3-isopropylbenzenesulfonamide C(C)N1CCCC2=CC(=CC=C12)CNS(=O)(=O)C1=CC(=CC=C1)C(C)C